ClC=1C=C(C=CC1F)NC(=O)C1=C(N=CN1C)C1CC2CC(CC2C1)(O)C1=CC(=NN1C(C)C)C(F)F N-(3-Chloro-4-fluorophenyl)-4-(5-(3-(difluoromethyl)-1-isopropyl-1H-pyrazol-5-yl)-5-hydroxyoctahydropentalen-2-yl)-1-methyl-1H-imidazole-5-carboxamide